COC=1C(=NC=C(N1)C=1C=NC=NC1)NC(=O)C=1C(=NOC1C)C1=CC=CC=C1 (3-methoxy-5-(pyrimidin-5-yl)pyrazin-2-yl)-5-methyl-3-phenylisoxazole-4-carboxamide